1-isocyanato-2,2-dimethyl-propane N(=C=O)CC(C)(C)C